C1(=CC=CC=C1)S(=O)(=O)N[C@H](CC1=CC=C(C(=N)N)C=C1)C=1SC2=C(N1)C=CC(=C2)OC 4-[(2R)-2-(benzenesulfonamido)-2-(6-methoxy-1,3-benzothiazol-2-yl)ethyl]benzamidine